6-bromo-7-((1,1-difluoropropan-2-yl)oxy)-2-(methylthio)pyrido[2,3-d]pyrimidine BrC1=CC2=C(N=C(N=C2)SC)N=C1OC(C(F)F)C